OCC1=C(C(=CC(=C1)C)C)O 2-hydroxymethyl-4,6-xylenol